BrC1=CC=C2C3=C(N=CN=C13)C(N2C2C(NC(CC2)=O)=O)=O 3-(6-bromo-2-oxo-pyrrolo[4,3,2-de]quinazolin-1(2H)-yl)piperidine-2,6-dione